2-((2'-(4,5-diphenyloxazol-2-yl)-[1,1'-biphenyl]-3-yl)oxy)acetic acid C1(=CC=CC=C1)C=1N=C(OC1C1=CC=CC=C1)C1=C(C=CC=C1)C1=CC(=CC=C1)OCC(=O)O